ClC=1C=CC(=C(C1)C1=CC(=C(N=N1)SCCO)NC1=CC(=NC=C1)NC(=O)[C@@H]1C[C@H](C1)N1CCC(CC1)OC)F trans-N-(4-{[6-(5-chloro-2-fluorophenyl)-3-[(2-hydroxyethyl)sulfanyl]pyridazin-4-yl]amino}pyridin-2-yl)-3-(4-methoxypiperidin-1-yl)cyclobutane-1-carboxamide